((3-((1R,2R)-2-(hydroxymethyl)cyclopropyl)pyrazin-2-yl)methyl)-4-azaspiro[2.5]octane-7-carboxamide OC[C@H]1[C@@H](C1)C=1C(=NC=CN1)CC1CC12NCCC(C2)C(=O)N